CC(CC=C)S(=O)(=O)N (2S)-METHYLBUT-3-ENE-1-SULFONAMIDE